trimethyl-stannanol disulfanediylbis(4,1-phenylene)bis(2-bromo-2-methylpropanoate) S(SC1=CC=C(C=C1)CC(C(=O)O)(C)Br)C1=CC=C(C=C1)CC(C(=O)O)(Br)C.C[Sn](O)(C)C